2-(5-(cyclopropylmethyl)-3-(3'-ethyl-4'-methoxy-[1,1'-biphenyl]-3-yl)-4-(3-fluoro-4-sulfamoylbenzyl)-1H-pyrazol-1-yl)thiazole-4-carboxylic acid C1(CC1)CC1=C(C(=NN1C=1SC=C(N1)C(=O)O)C=1C=C(C=CC1)C1=CC(=C(C=C1)OC)CC)CC1=CC(=C(C=C1)S(N)(=O)=O)F